tert-Butyl 4-((5-cyano-4-(1H-pyrazol-4-yl)pyrimidin-2-yl)amino)piperidine-1-carboxylate C(#N)C=1C(=NC(=NC1)NC1CCN(CC1)C(=O)OC(C)(C)C)C=1C=NNC1